1-[4-[(5-bromo-1-methyl-imidazole-2-carbonyl)amino]-2-chloro-benzoyl]piperidine-4-carboxylic acid tert-butyl ester C(C)(C)(C)OC(=O)C1CCN(CC1)C(C1=C(C=C(C=C1)NC(=O)C=1N(C(=CN1)Br)C)Cl)=O